CC1(CC(CCC1)[C@@H](C)OC(COC(CC)=O)=O)C |r| Propionic acid 2-{(1RS)-1-[3,3-dimethylcyclohexyl] ethoxy}-2-oxoethyl ester